Tert-Butyl 5-chloro-6-(hydroxymethyl)-3,4-dihydroisoquinoline-2(1H)-carboxylate ClC1=C2CCN(CC2=CC=C1CO)C(=O)OC(C)(C)C